FC1=CC2=C(C(=NO2)C2CCN(CC2)CCC2=C(N=C3N(C2=O)CCCC3O)C)C=C1 3-[2-[4-(6-fluoro-1,2-benzisoxazol-3-yl)-1-piperidinyl]ethyl]-6,7,8,9-tetrahydro-9-hydroxy-2-methyl-4H-pyrido[1,2-a]pyrimidin-4-one